N-(4-(5-chloropyridin-3-yl)phenyl)-2-(2-(cyclopropanesulfonylamino)pyrimidin-4-yl)butanamide ClC=1C=C(C=NC1)C1=CC=C(C=C1)NC(C(CC)C1=NC(=NC=C1)NS(=O)(=O)C1CC1)=O